COC(=O)C1=CC2=C(C=3C(CCCC3N=C2C=C1)=O)N 9-amino-8-oxo-5,6,7,8-tetrahydroacridine-2-carboxylic acid methyl ester